COC(CC[C@@H](C(=O)N)N1C(C2=CC=C(C=C2C1)N1C[C@@H](CC1)C(OC)OC)=O)=O (S)-5-amino-4-(5-((R)-3-(dimethoxymethyl)pyrrolidin-1-yl)-1-oxoisoindolin-2-yl)-5-oxopentanoic acid methyl ester